N1([C@@H]([C@H](N(CC1)C(=O)OC(C)(C)C)C(=O)OC)C(=O)OC)C(=O)OC(C)(C)C 1,4-di-tert-butyl 2,3-dimethyl (2S,3S)-piperazine-1,2,3,4-tetracarboxylate